2-((2-aminoethyl)(isopropyl)amino)ethan-1-ol dihydrochloride Cl.Cl.NCCN(CCO)C(C)C